(S)-7-((S)-5-Chloro-6-fluoro-2-phenyl-2-((S)-pyrrolidin-2-yl)-2,3-dihydrobenzofuran-4-yl)-6-fluoro-N,2-dimethyl-2,4-dihydrochromeno[3,4-c]pyrazole-8-carboxamide ClC=1C(=CC2=C(C[C@@](O2)([C@H]2NCCC2)C2=CC=CC=C2)C1C=1C(=CC2=C(C1F)OCC1=NN(C=C12)C)C(=O)NC)F